tert-butyl (4-(piperidin-1-yl)thiazol-2-yl)carbamate N1(CCCCC1)C=1N=C(SC1)NC(OC(C)(C)C)=O